5-(Azetidin-3-yloxy)-2-methyl-N-(1-(naphthalen-1-yl)cyclopropyl)benzamide N1CC(C1)OC=1C=CC(=C(C(=O)NC2(CC2)C2=CC=CC3=CC=CC=C23)C1)C